indeno[1,2-e][1,3]dioxepin C1C=2C(=COCO1)C=1C=CC=CC1C2